tert-butyl (3S)-3-(3-(3-(aminomethyl)phenyl)-1-(tert-butoxy)-2-fluoro-1-oxopropan-2-yl)pyrrolidine-1-carboxylate NCC=1C=C(C=CC1)CC(C(=O)OC(C)(C)C)(F)[C@@H]1CN(CC1)C(=O)OC(C)(C)C